2-(5-Methoxy-1-benzo-furan-2-yl)-N-(2-methoxyethyl)imidazo[1,2-a]pyridin-3-amine COC=1C=CC2=C(C=C(O2)C=2N=C3N(C=CC=C3)C2NCCOC)C1